ClC1=C(N)C=CC(=C1F)OCC1=CC=CC=C1 2-chloro-3-fluoro-4-benzyloxyaniline